Natrium (S)-3-(4-Fluoro-3'-methoxybiphenyl-3-yl)-3-(3-(1-methyl-4-oxido-2-oxo-1,2-dihydropyridin-3-yl)ureido)propanoat FC1=C(C=C(C=C1)C1=CC(=CC=C1)OC)[C@H](CC(=O)[O-])NC(=O)NC=1C(N(C=CC1[O-])C)=O.[Na+].[Na+]